4-(2-cyclopropyl-1-methyl-imidazol-4-yl)phenol C1(CC1)C=1N(C=C(N1)C1=CC=C(C=C1)O)C